C(CCCCCCCCC(=O)O)(=O)O.C(C=1C(O)=CC=CC1)(=O)O.C(C=1C(O)=CC=CC1)(=O)O disalicylic acid sebacate